(1S,2S)-N-(6-(7-(sec-butyl)-5-chloro-6-fluoro-1H-indazol-4-yl)imidazo[1,2-a]pyrazin-2-yl)-2-fluorocyclopropane-1-carboxamide C(C)(CC)C=1C(=C(C(=C2C=NNC12)C=1N=CC=2N(C1)C=C(N2)NC(=O)[C@H]2[C@H](C2)F)Cl)F